butyl N-[4-({5-[(4-chloro-2-fluorophenyl) methyl]-4-methylpyridin-3-yl} methyl)-3-fluoropyridin-2-yl]carbamate ClC1=CC(=C(C=C1)CC=1C(=C(C=NC1)CC1=C(C(=NC=C1)NC(OCCCC)=O)F)C)F